L-4-methyL-phenylalanine CC1=CC=C(C[C@H](N)C(=O)O)C=C1